8-(1-methyldecahydronaphthalen-1-yloxycarbonyl)-tetracyclo[4.4.0.12,5.17,10]-3-dodecene CC1(CCCC2CCCCC12)OC(=O)C1C2C3C4C=CC(C3C(C1)C2)C4